P(=O)(OC1=C(C=CC=C1)CCCCCCCCC)(OC1=C(C=CC=C1)CCCCCCCCC)[O-].[Nd+3].C(CCCCCCCC)C1=C(C=CC=C1)OP(=O)(OC1=C(C=CC=C1)CCCCCCCCC)[O-].C(CCCCCCCC)C1=C(C=CC=C1)OP(=O)(OC1=C(C=CC=C1)CCCCCCCCC)[O-] neodymium bis-(n-nonylphenyl) phosphate